COC(CN1CCC(CC1)N1N=CC(=C1)NC=1C=2N(C(=CN1)CC)C=CN2)OC N-(1-(1-(2,2-dimethoxyethyl)piperidin-4-yl)-1H-pyrazol-4-yl)-5-ethylimidazo[1,2-a]pyrazin-8-amine